1-(2,3-Dichlorophenyl)-[1]benzopyrano[3,4-d]imidazol-4(1H)-one ClC1=C(C=CC=C1Cl)N1C=NC2=C1C1=C(OC2=O)C=CC=C1